FC1=CC=C(C=C1)C(C(=O)NC1=CC=C(C=C1)F)C1=NC(=CN=C1N)C=1C=NN(C1)C1CCNCC1 1-(4-fluorophenyl)-2-((4-fluorophenyl)amino)-2-oxoethyl-3-amino-6-(1-(piperidin-4-yl)-1H-pyrazol-4-yl)pyrazine